FC1=C(C=CC=C1F)C(CNC(=O)[C@]1([C@@H](CC[C@H](C1)C)C(C)C)O)=O (1s,2s,5r)-N-[2-(2,3-difluorophenyl)-2-oxo-ethyl]-1-hydroxy-2-isopropyl-5-methyl-cyclohexanecarboxamide